(S)-3-(7-methyl-1H-indazol-5-yl)-2-((phenoxycarbonyl)amino)propanoic acid methyl ester COC([C@H](CC=1C=C2C=NNC2=C(C1)C)NC(=O)OC1=CC=CC=C1)=O